6-bromo-5-methylpyridazine-3-carboxylic acid methyl ester COC(=O)C=1N=NC(=C(C1)C)Br